ClC1=C(C=CC=C1Cl)N1CCN(CCC1)CC=1C=C2CN(C(C2=CC1)=O)N1C(NC(CC1)=O)=O 1-(5-((4-(2,3-dichlorophenyl)-1,4-diazepan-1-yl)methyl)-1-oxoisoindolin-2-yl)dihydropyrimidine-2,4(1H,3H)-dione